C(CCCC)C(COC(CCN(C(OCCN(CCOC(N(CCC(=O)OCC(CCCCC)CCCCC)CCCC)=O)CCCN(CC)CC)=O)CCCC)=O)CCCCC Bis(2-pentylheptyl)4,14-dibutyl-9-(3-(diethylamino)propyl)-5,13-dioxo-6,12-dioxa-4,9,14-triazaheptadecanedioate